FC(CNC(=O)C=1C=NN2C1C=C(C=C2)C2=CNC1=NC(=CC=C12)NC(=O)C1CCN(CC1)C)F N-(2,2-difluoroethyl)-5-(6-(1-methylpiperidine-4-carboxamido)-1H-pyrrolo[2,3-b]pyridin-3-yl)pyrazolo[1,5-a]pyridine-3-carboxamide